(S)-(5-fluoro-1'-(3-iodo-1-((2-(trimethylsilyl)ethoxy)methyl)-1H-pyrazolo[3,4-b]pyrazin-6-yl)-1,3-dihydrospiro[inden-2,4'-piperidin]-1-yl)carbamic acid tert-butyl ester C(C)(C)(C)OC(N[C@@H]1C2=CC=C(C=C2CC12CCN(CC2)C2=CN=C1C(=N2)N(N=C1I)COCC[Si](C)(C)C)F)=O